FC(N1N=CC(=C1)B1OC(C)(C)C(C)(C)O1)F 1-(difluoromethyl)pyrazol-4-boronic acid pinacol ester